CC1(CC2=CC3=CC(=CC(=C3C(=C2C(=O)C1)O)O)O)O The molecule is a member of the class of anthracenones that is 3,4-dihydroanthracen-1(2H)-one which carries a methyl group at position 3 and hydroxy groups at positions 3, 6, 8, and 9, respectively. It has a role as an Aspergillus metabolite. It is a member of phenols, an anthracenone, a tertiary alcohol, a beta-hydroxy ketone and a polyketide.